S1C=CC2=C1C(OCC21CC1)CNC(C)C N-((5'H,7'H-spiro[cyclopropane-1,4'-thieno[2,3-c]pyran]-7'-yl)methyl)propan-2-amine